ClC=1C=CC=C2C=C(N(C(C12)=O)C1=CC=CC=C1)[C@H](C)NC1=NC=NC2=CC=C(C=C12)C#N (S)-4-((1-(8-chloro-1-oxo-2-phenyl-1,2-dihydroisoquinolin-3-yl)ethyl)amino)quinazoline-6-carbonitrile